N1C=CC2=CC=C(C=C12)C=1N=C(C=2N(C1)N=CN2)NC2=CC(=C(C=C2)N2C1CN(C(C2)C1)C1COC1)OC(F)(F)F 6-(1H-indol-6-yl)-N-(4-(5-(oxetan-3-yl)-2,5-diazabicyclo[2.2.1]heptan-2-yl)-3-(trifluoromethoxy)phenyl)-[1,2,4]triazolo[1,5-a]pyrazin-8-amine